hexa-aminobenzene trihydrochloride Cl.Cl.Cl.NC1=C(C(=C(C(=C1N)N)N)N)N